The molecule is a prenylated member of the class of pterocarpans and an organic heteropentacyclic compound that is 2,3,6b,12b-tetrahydro-1H,7H-chromeno[6',5':4,5]furo[3,2-c]chromen-10-ol in which both of the hydrogens at position 3 have been replaced by methyl groups (the R,R stereoisomer). It is found in found in the seeds of Phaseolus vulgaris (French bean) and in the stems of Erythrina subumbrans. It has a role as a plant metabolite. It is an organic heteropentacyclic compound, a member of pterocarpans and a member of phenols. CC1(CCC2=C(O1)C=CC3=C2O[C@@H]4[C@H]3COC5=C4C=CC(=C5)O)C